1-(4-trifluoromethylphenyl)-1H-benzimidazole FC(C1=CC=C(C=C1)N1C=NC2=C1C=CC=C2)(F)F